C(C)(C)(C)OC(C1=C(C=CC=C1)N[C@H](C)C=1N=C(C=C2C1OC(=CC2=O)C2=CC=NC=C2)C)=O.BrC(CCO[Si](C)(C)C(C)(C)C)C (3-bromobutoxy)(t-butyl)dimethylsilane tert-butyl-(R)-2-((1-(6-methyl-4-oxo-2-(pyridin-4-yl)-4H-pyrano[2,3-c]pyridin-8-yl)ethyl)amino)benzoate